ammonium sulfamate S(N)([O-])(=O)=O.[NH4+]